Tert-butyl 2-oxo-3,6-diazabicyclo[3.1.1]heptane-6-carboxylate O=C1C2N(C(CN1)C2)C(=O)OC(C)(C)C